C(C)(C)(C)OC(=O)O[C@H](C(=O)OC)[C@@H](CC(C)(C)C)N[S@@](=O)C(C)(C)C Methyl (2S,3R)-2-((tert-butoxycarbonyl)oxy)-3-(((S)-tert-butylsulfinyl)amino)-5,5-dimethylhexanoate